FC(C(=O)O)(F)F.NCCNC=1C=C2C(N(C(C2=CC1)=O)C1C(NC(CC1)=O)=O)=O 5-[(2-aminoethyl)amino]-2-(2,6-dioxopiperidin-3-yl)isoindol-1,3-dione trifluoroacetate